di-t-butoxycarbonyl-L-glutamine C(C)(C)(C)OC(=O)N([C@@H](CCC(N)=O)C(=O)O)C(=O)OC(C)(C)C